C(C)(C)N(P(CP(OC(C)(C)C)(OC(C)(C)C)=O)OCCOCCOC)C(C)C di-tert-butyl [2-(diisopropylamino)-3,6,9-trioxa-2-phosphadecan-1-yl]phosphonate